C(#N)[C@@]1(N(CCC1)C(=O)C1=CC(=C2N1CCC1=CC(=C(C=C21)C=2C(=NC=CC2)C#N)OC)CC(F)(F)F)C 3-[3-[(2R)-2-cyano-2-methyl-pyrrolidine-1-carbonyl]-8-methoxy-1-(2,2,2-trifluoroethyl)-5,6-dihydropyrrolo[2,1-a]isoquinolin-9-yl]pyridine-2-carbonitrile